5-fluoro-4-iodo-2-methoxypyridine FC=1C(=CC(=NC1)OC)I